C(C)(=O)N1CCC=2C1=NC=CC2CC(C)=O 1-(1-acetyl-2,3-dihydro-1H-pyrrolo[2,3-b]pyridin-4-yl)propan-2-one